C1(CC1)C1=NN(C=2N=C(NC(C21)=O)CC2=NC=C(C=C2)OC)[C@H](CC)C=2C=NC(=CC2)C(F)(F)F 3-Cyclopropyl-6-[(5-Methoxypyridin-2-Yl)Methyl]-1-[(1R)-1-[6-(Trifluoromethyl)Pyridin-3-Yl]Propyl]-1H,4H,5H-Pyrazolo[3,4-d]Pyrimidin-4-One